F[C@@H]1C2CC[C@@H](C[C@@H]1N(C1=CN=C(N=N1)C1=C(C=C3C(C=C(OC3=C1)C)=O)O)C)N2 7-(6-{[(2r,3s,5s)-2-fluoro-8-azabicyclo[3.2.1]oct-3-yl](methyl)amino}-1,2,4-triazin-3-yl)-6-hydroxy-2-methyl-4H-chromen-4-one